ClC1=CC=C(C=C1)C1=NC(C2=C(N1)N(C(N(C2=O)C)=O)C)(C(F)(F)F)C(F)(F)F 7-(4-Chlorophenyl)-1,3-dimethyl-5,5-bis(trifluoromethyl)-5,8-dihydropyrimido[4,5-d]pyrimidine-2,4(1H,3H)-dione